methyl (1S,3S)-3-((2-cyclopropyl-6-(1-methyl-5-(((methyl(2,2,2-trifluoroethyl)carbamoyl)oxy)methyl)-1H-1,2,3-triazol-4-yl)pyridin-3-yl)oxy)cyclohexane-1-carboxylate C1(CC1)C1=NC(=CC=C1O[C@@H]1C[C@H](CCC1)C(=O)OC)C=1N=NN(C1COC(N(CC(F)(F)F)C)=O)C